methyl 5-[4-[2-[3-[4-amino-2-[6-methyl-7-oxo-1-(p-tolylsulfonyl)pyrrolo[2,3-c]pyridin-4-yl]phenoxy]phenoxy]ethoxy]-1-piperidyl]pyridine-2-carboxylate NC1=CC(=C(OC=2C=C(OCCOC3CCN(CC3)C=3C=CC(=NC3)C(=O)OC)C=CC2)C=C1)C=1C2=C(C(N(C1)C)=O)N(C=C2)S(=O)(=O)C2=CC=C(C=C2)C